2-(tert-butyl)3-(1,3-dioxoisoindolin-2-yl)hexane-2,3-dicarboxylic acid 2-(tert-butyl) ester C(C)(C)(C)OC(=O)C(C)(C(CCC)(C(=O)O)N1C(C2=CC=CC=C2C1=O)=O)C(C)(C)C